C(CCCCCCCCCCC)N(CCC(=O)O[C@@H]1CC[C@H](CC1)OC(CCN(CCCCCCCCCCCC)CCCCCCCCCCCC)=O)CCCCCCCCCCCC (trans)-cyclohexane-1,4-diyl bis(3-(didodecylamino)propanoate)